ClC1=NC=C(C(=N1)C1=CC=C2CN(C(C2=C1)=O)CC(=O)N[C@H](C)C1=CC(=CC=C1)OC)Cl 2-[6-(2,5-dichloropyrimidin-4-yl)-1-oxo-2,3-dihydro-1H-isoindol-2-yl]-N-[(1R)-1-(3-methoxyphenyl)ethyl]Acetamide